BrC(C)C1=NC2=CC=CC(=C2C(N1CCCOC)=O)Cl 2-(1-bromoethyl)-5-chloro-3-(3-methoxypropyl)quinazolin-4(3H)-one